(R)-(6-oxopiperidin-3-yl)carbamic acid tert-butyl ester C(C)(C)(C)OC(N[C@H]1CNC(CC1)=O)=O